5-(2-chlorophenoxy)-3-((4-(dimethylamino)benzyl)amino)-4H-benzo[e][1,2,4]thiadiazine 1,1-dioxide ClC1=C(OC2=CC=CC3=C2NC(=NS3(=O)=O)NCC3=CC=C(C=C3)N(C)C)C=CC=C1